[2-[[3-[[2-Chloro-4-[[3-(2,3-difluoro-4-methoxy-phenyl)imidazo[1,2-a]pyrazin-8-yl]amino]benzoyl]amino]cyclobutyl]amino]-2-oxo-ethyl]-trimethyl-ammonium formate C(=O)[O-].ClC1=C(C(=O)NC2CC(C2)NC(C[N+](C)(C)C)=O)C=CC(=C1)NC=1C=2N(C=CN1)C(=CN2)C2=C(C(=C(C=C2)OC)F)F